ClC1=NC=C(C(=N1)NC=1C=C2C=C(C(N(C2=C(C1)OCCC[C@@H]1CNC[C@@H](C1(F)F)C)C)=O)OCC(=O)NC)Cl 2-[[6-[(2,5-dichloropyrimidin-4-yl)amino]-8-[3-[(3R,5S)-4,4-difluoro-5-methyl-3-piperidinyl]propoxy]-1-methyl-2-oxo-3-quinolinyl]oxy]-N-methyl-acetamide